4-(3-chloro-2-ethynyl-6-hydroxyphenyl)-1-(3-hydroxypropyl)pyrrolidin-2-one ClC=1C(=C(C(=CC1)O)C1CC(N(C1)CCCO)=O)C#C